FC1=C(C(=CC(=C1)C)N)N 3-fluoro-5-methylbenzene-1,2-diamine